C(C)(=O)OC1=C(C(=CC(=C1)CCCC)OC(C)=O)[C@H]1[C@@H](CCC(=C1)CO)C(=C)C (1'R,2'R)-4-butyl-5'-(hydroxymethyl)-2'-(prop-1-en-2-yl)-1',2',3',4'-tetrahydro-[1,1'-biphenyl]-2,6-diyl diacetate